CCCCCCCCCC(Br)Br Dibromodecane